OC1(CC1)C=1NC(=NN1)C1CC2(CN(C2)C(=O)N2CC3(C2)CC(C3)CNC3(CC3)C(F)(F)F)C1 [6-[5-(1-hydroxycyclopropyl)-4H-1,2,4-triazol-3-yl]-2-azaspiro[3.3]heptan-2-yl]-[6-[[[1-(trifluoromethyl)cyclopropyl]amino]methyl]-2-azaspiro[3.3]heptan-2-yl]methanone